C(CCCCC)OC(=O)N1N=CC2=CC(=CC=C12)C1=C(C=CC(=C1)C#N)Cl 5-(2-chloro-5-cyanophenyl)-1H-indazole-1-carboxylic acid hexyl ester